CC(C(CCOCC(NC(COCCOCCOCC(=O)[O-])=O)(COCCC(C(C)(C)C)=O)COCCC(C(C)(C)C)=O)=O)(C)C 13,13-bis(((4,4-dimethyl-3-oxopentyl) oxy) methyl)-19,19-dimethyl-11,18-dioxo-3,6,9,15-tetraoxa-12-azaeicosanoate